((2R,3S)-2,3-dimethyl-4-phenylpiperazin-1-yl)(naphthalen-2-yl)methanone C[C@H]1N(CCN([C@H]1C)C1=CC=CC=C1)C(=O)C1=CC2=CC=CC=C2C=C1